ClC=1C(=NC(=NC1)NC=1C=C2CCNCC2=CC1)NC1=CC=C2C=NN(C2=C1)C 5-chloro-N4-(1-methyl-1H-indazol-6-yl)-N2-(1,2,3,4-tetrahydroisoquinolin-6-yl)pyrimidine-2,4-diamine